(3s,4r)-4-(4-chloro-2-methoxy-anilino)-3-methyl-piperidine-1-carboxylic acid tert-butyl ester C(C)(C)(C)OC(=O)N1C[C@@H]([C@@H](CC1)NC1=C(C=C(C=C1)Cl)OC)C